(5-(1-(2-amino-2-oxoethyl) piperidin-4-yl)-2-(7,8-dimethyl-[1,2,4]triazolo[1,5-a]pyridin-6-yl)-3-isopropyl-1H-indol-1-yl) phosphonate P(ON1C(=C(C2=CC(=CC=C12)C1CCN(CC1)CC(=O)N)C(C)C)C=1C(=C(C=2N(C1)N=CN2)C)C)([O-])=O